FC(OC1=CC(=C(C(=C1)C(C)C)NC(=O)N=S(=O)(N)C=1SC(=CC1F)C(C)(C)O)C(C)C)F N'-(4-(difluoromethoxy)-2,6-diisopropylphenylcarbamoyl)-3-fluoro-5-(2-hydroxypropan-2-yl)thiophene-2-sulfonimidamide